2-FORMYL-6-METHYLPYRIDINE-4-BORONIC ACID C(=O)C1=NC(=CC(=C1)B(O)O)C